3-(Methoxyimino)-7-(2'-methyl-[1,1'-biphenyl]-4-carbonyl)-7-azabicyclo[2.2.1]heptane-1-carboxylic acid methyl ester COC(=O)C12CC(C(CC1)N2C(=O)C2=CC=C(C=C2)C2=C(C=CC=C2)C)=NOC